BrC=1C=C2C(=NC1N1CCC(CC1)O)CN(S2(=O)=O)C(C)(C)C 6-bromo-2-(tert-butyl)-5-(4-hydroxypiperidin-1-yl)-2,3-dihydroisothiazolo[4,5-b]pyridine 1,1-dioxide